C(C)OC(C1=CC=C(C=C1)NC(C=C)=O)=O 4-acrylamidobenzoic acid ethyl ester